4-amino-7-(difluoromethoxy)-3,4-dihydronaphthalen-1(2H)-one NC1CCC(C2=CC(=CC=C12)OC(F)F)=O